CC1=NOC=N1 3-methyl-1,2,4-oxadiazol